((((2R,3S,4R,5R)-5-(4-amino-6-chloro-1H-pyrazolo[3,4-d]pyrimidin-1-yl)-3,4-dihydroxytetrahydrofuran-2-yl)methoxy)methyl)phosphonic acid NC1=C2C(=NC(=N1)Cl)N(N=C2)[C@H]2[C@@H]([C@@H]([C@H](O2)COCP(O)(O)=O)O)O